tert-butyl 3-(5-((7R,14R)-1-chloro-6-(methyl-d3)-5-oxo-5,6,7,14-tetrahydro-7,14-methanobenzo[f]benzo[4,5]imidazo[1,2-a][1,4]diazocin-11-yl)pyrimidin-2-yl)azetidine-1-carboxylate ClC1=CC=CC=2C(N([C@H]3C=4N([C@@H](C21)C3)C3=C(N4)C=CC(=C3)C=3C=NC(=NC3)C3CN(C3)C(=O)OC(C)(C)C)C([2H])([2H])[2H])=O